O\N=C\1/C(N(C2=CC=CC=C12)C1CCN(CC1)C1CCC(CC1)=C(C)C)=O (Z)-3-(hydroxy-imino)-1-(1-(4-(propan-2-ylidene)cyclohexyl)piperidin-4-yl)indolin-2-one